4-(((5-((9H-carbazol-9-yl)methyl)-4-phenyl-4H-1,2,4-triazol-3-yl)thio)methyl)thiazole C1=CC=CC=2C3=CC=CC=C3N(C12)CC=1N(C(=NN1)SCC=1N=CSC1)C1=CC=CC=C1